2-((2-carboxyl-5-chlorophenyl)amino)-3-nitrobenzoic acid C(=O)(O)C1=C(C=C(C=C1)Cl)NC1=C(C(=O)O)C=CC=C1[N+](=O)[O-]